5-[1-(5-amino-2-pyridinyl)-3-(trifluoromethyl)pyrazol-4-yl]-N-[3-chloro-4-(3,6-diazabicyclo[3.2.0]heptane-3-carbonyl)phenyl]-1-methyl-imidazole-2-carboxamide NC=1C=CC(=NC1)N1N=C(C(=C1)C1=CN=C(N1C)C(=O)NC1=CC(=C(C=C1)C(=O)N1CC2CNC2C1)Cl)C(F)(F)F